5-((3-(8-(((3S,4R)-3-fluoro-1-methylpiperidin-4-yl)amino)-3-((trifluoromethyl)thio)imidazo[1,2-a]pyridin-2-yl)prop-2-yn-1-yl)amino)-6-methoxy-N-methylpicolinamide F[C@H]1CN(CC[C@H]1NC=1C=2N(C=CC1)C(=C(N2)C#CCNC=2C=CC(=NC2OC)C(=O)NC)SC(F)(F)F)C